C(C1=CC=CC=C1)OC[C@H]1OCC=CCN(C1)C(=O)OC(C)(C)C tert-butyl (2S)-2-[(benzyloxy)methyl]-2,3,5,8-tetrahydro-1,4-oxazocine-4-carboxylate